bis[3-(3-aminophenoxy) phenyl] thioether NC=1C=C(OC=2C=C(C=CC2)SC2=CC(=CC=C2)OC2=CC(=CC=C2)N)C=CC1